BrC=1C=C2C(C(NC2=CC1)=O)=NN=C1SCC(N1C1=CC(=CC=C1)C(F)(F)F)=O 5-bromo-3-(2-(3-(3-trifluoromethylphenyl)-4-oxothiazolidine-2-ylidene)hydrazono)-1H-indol-2-one